N-(5-chloropyrimidin-2-yl)-2-(6-iodo-1-oxo-4-(trifluoromethyl)-3,4-dihydroisoquinolin-2(1H)-yl)acetamide ClC=1C=NC(=NC1)NC(CN1C(C2=CC=C(C=C2C(C1)C(F)(F)F)I)=O)=O